2-(1-(ethanesulfonyl)-3-(4-(2-((2-fluoro-4-methylphenyl)amino)-[1,2,4]triazolo[1,5-a]pyridin-5-yl)-1H-pyrazol-1-yl)azetidin-3-yl)acetonitrile C(C)S(=O)(=O)N1CC(C1)(N1N=CC(=C1)C1=CC=CC=2N1N=C(N2)NC2=C(C=C(C=C2)C)F)CC#N